1-(2,6-diazaspiro[3.3]hept-2-yl)ethan-1-one hydrochloride Cl.C1N(CC12CNC2)C(C)=O